2,2-Ditetrahydrofurylpropane O1C(CCC1)C(C)(C)C1OCCC1